CN(CC#CC=1SC=C(N1)C(=O)OCC)C ethyl 2-(3-(dimethylamino)prop-1-yn-1-yl)thiazole-4-carboxylate